2,6-dioxo-piperidin O=C1NC(CCC1)=O